N-(2-{8-[(2-cyano-2-methylideneethyl)amino]-7-methoxynaphthalen-2-yl}pyridin-4-yl)-1-methyl-1H-pyrazole-4-carboxamide C(#N)C(CNC=1C(=CC=C2C=CC(=CC12)C1=NC=CC(=C1)NC(=O)C=1C=NN(C1)C)OC)=C